NC1=NC(=C(C=2N1N=C(N2)OCC2=NC(=CC=C2C)C)C2=CN(C(C=C2)=O)C)C2=C(C#N)C=CC=C2 (5-amino-2-((3,6-dimethylpyridin-2-yl)methoxy)-8-(1-methyl-6-oxo-1,6-dihydropyridin-3-yl)-[1,2,4]triazolo[1,5-c]pyrimidin-7-yl)benzonitrile